O=C1CC2(CC2)NC2(CC2)C1C(=O)OCC ethyl 7-oxospiro[4-azaspiro[2.5]octane-5,1'-cyclopropane]-8-carboxylate